ClC1=C(C=C(C=C1)N[C@@H]1CN(CCC1)C(=O)OC(C)(C)C)C(N(C)C)=O (S)-tert-butyl 3-(4-chloro-3-(dimethylcarbamoyl)phenylamino)piperidine-1-carboxylate